FC1=CC=CC(=C1)OC1=CC=CC=C1 2-fluoro-4-phenoxybenzene